(R)-2-chloro-N-(6-(cyclopropyl(methyl)carbamoyl)-5-(difluoromethyl)pyridin-3-yl)-8,8-dimethyl-7,8-dihydro-6H-cyclopenta[e]pyrazolo[1,5-a]pyrimidine-6-carboxamide ClC1=NN2C(N=CC3=C2C(C[C@H]3C(=O)NC=3C=NC(=C(C3)C(F)F)C(N(C)C3CC3)=O)(C)C)=C1